9,10-diphenyl-2,6-di-t-butylanthracene C1(=CC=CC=C1)C=1C2=CC=C(C=C2C(=C2C=CC(=CC12)C(C)(C)C)C1=CC=CC=C1)C(C)(C)C